COC1=CC=C(C=C1)C1=NOC(=N1)N1CCC(CC1)C(=O)NC(CC1=NC=CC=C1)C 1-(3-(4-Methoxyphenyl)-1,2,4-oxadiazol-5-yl)-N-(1-(pyridin-2-yl)propan-2-yl)piperidine-4-carboxamide